3-hydrazinobutyl alcohol hydrochloride Cl.N(N)C(CCO)C